BrC1=NN(C2=C1N=C(N=C2)C=2C(=NC=NC2OC([2H])([2H])[2H])C2CC2)COCC[Si](C)(C)C 2-[[3-bromo-5-[4-cyclopropyl-6-(trideuteriomethoxy)pyrimidin-5-yl]pyrazolo[4,3-d]pyrimidin-1-yl]methoxy]ethyl-trimethyl-silane